OC1[C@H](O)[C@@H](O)[C@H](O[C@H]2[C@H](O)[C@@H](O)[C@@H](O)[C@H](O2)CO)[C@H](O1)CO α,β-D-lactose